1,2-diallylethylene C(C=C)C=CCC=C